ClC1=NC(=CC(=C1)C(C(=O)OCC)(F)F)Cl Ethyl 2-(2,6-dichloro-4-pyridyl)-2,2-difluoro-acetate